4-(2-(6-chloro-2-methoxypyridin-3-yl)acetamido)-3-((2-methoxyethyl)amino)benzoic acid methyl ester COC(C1=CC(=C(C=C1)NC(CC=1C(=NC(=CC1)Cl)OC)=O)NCCOC)=O